C1(CC1)NC(C1=NC(=C(C=C1)N1CCN(CC1)CC=1C=C2C=3C(N(C(NC3C1F)=O)CC)=NN(C2=O)C)C)=O N-cyclopropyl-5-(4-((9-ethyl-6-fluoro-2-methyl-3,8-dioxo-2,7,8,9-tetrahydro-3H-pyridazino[3,4,5-de]quinazolin-5-yl)methyl)piperazin-1-yl)-6-methylpicolinamide